CC/C=C\C/C=C\C/C=C\C/C=C\C/C=C\CCCC(=O)OCC ethyl-Eicosapentaenoic acid